(S)-6-((1-hydroxy-3-(octadecyl)propan-2-yl)oxy)pyridinecarbonitrile OC[C@H](CCCCCCCCCCCCCCCCCCC)OC1=CC=CC(=N1)C#N